naphthyl-naphthyridine-yl-amine C1(=CC=CC2=CC=CC=C12)NC1=NC2=NC=CC=C2C=C1